ClC=1C=C(C#N)C=C(C1N1N=CC=2C=NC(=CC21)NC2=NC=NC(=C2)C)Cl 3,5-dichloro-4-(6-((6-methylpyrimidin-4-yl)amino)-1H-pyrazolo[4,3-c]pyridin-1-yl)benzonitrile